COC([C@@H](NC1=C(C=C(C=C1)CO)[N+](=O)[O-])C)=O (4-(hydroxymethyl)-2-nitrophenyl)-L-alanine methyl ester